copper-iron-calcium [Ca].[Fe].[Cu]